tert-butyl (R)-3-(4-((5-((2-bromo-6-chlorophenyl)carbamoyl)-4-methoxypyrimidin-2-yl)amino)-2-methylphenoxy)pyrrolidine-1-carboxylate BrC1=C(C(=CC=C1)Cl)NC(=O)C=1C(=NC(=NC1)NC1=CC(=C(O[C@H]2CN(CC2)C(=O)OC(C)(C)C)C=C1)C)OC